C1(CCCCC1)C1=CC=C(C=C1)C=1NC=2N(C(C1)=O)N=C(C2C(=O)N2CC(C2)CF)C=2C=NC=CC2 5-(4-cyclohexylphenyl)-3-[3-(fluoromethyl)azetidine-1-carbonyl]-2-(3-pyridyl)-4H-pyrazolo[1,5-a]pyrimidin-7-one